trans-N-(4-(2-Cyclopropylthiazol-5-yl)pyridin-2-yl)-4-hydroxy-N-((trans-4-(5-methoxy-6-methylpyridin-2-yl)cyclohexyl)methyl)cyclohexanecarboxamide C1(CC1)C=1SC(=CN1)C1=CC(=NC=C1)N(C(=O)[C@@H]1CC[C@H](CC1)O)C[C@@H]1CC[C@H](CC1)C1=NC(=C(C=C1)OC)C